S1(CCC12CN(C2)C(=O)OC(C)(C)C)(=O)=O tert-butyl 1-thia-6-azaspiro[3.3]heptane-6-carboxylate 1,1-dioxide